C(C)(C)C=1C=NN(C1)C1=CC=C(C=N1)S(=O)(=O)NC=1C2=C(C=NC1OC)C=NN2C 6-(4-isopropyl-1H-pyrazol-1-yl)-N-(6-methoxy-1-methyl-1H-pyrazolo[4,3-c]pyridin-7-yl)pyridine-3-sulfonamide